ClC=1C(=C(CN2[C@@H](C[C@@](CC2)(C(=O)O)CC2=NC(=CC(=C2F)C2CC2)NC2=NNC(=C2)C)C)C=CC1)F (2R,4R)-1-(3-chloro-2-fluorobenzyl)-4-((4-cyclopropyl-3-fluoro-6-((5-methyl-1H-pyrazol-3-yl)amino)pyridin-2-yl)methyl)-2-methylpiperidine-4-carboxylic acid